4-cyclopropyl-5-((2-(trifluoromethyl)pyridin-4-yl)carbamoyl)isothiazol-3-yl trifluoromethanesulfonate FC(S(=O)(=O)OC1=NSC(=C1C1CC1)C(NC1=CC(=NC=C1)C(F)(F)F)=O)(F)F